BrC1=C(C=CC=C1)C1=NC(=NO1)C1=CC=C(C=C1)Br 5-(2-bromophenyl)-3-(4-bromophenyl)-1,2,4-oxadiazole